1-((S)-1-(3-methoxyphenyl)ethyl)-N3-methyl-N5-((1s,2s)-2-methylcyclopropyl)-2-oxo-1,2-dihydropyridine-3,5-dicarboxamide COC=1C=C(C=CC1)[C@H](C)N1C(C(=CC(=C1)C(=O)N[C@@H]1[C@H](C1)C)C(=O)NC)=O